C1(CCCCC1)C1=C(C=C(C=C1O)C=CC1=CC=C(C=C1)Cl)O 2-cyclohexyl-5-(4-chlorostyryl)-1,3-benzenediol